2,2-bis(3-amino-4-hydroxyphenyl)-propane NC=1C=C(C=CC1O)C(C)(C)C1=CC(=C(C=C1)O)N